3-Furansulfonamide O1C=C(C=C1)S(=O)(=O)N